COCC1[OH+]C1 2-(methoxymethyl)oxiran-1-ium